5-[(1R)-1-(3,5-dichloro-4-pyridyl)ethoxy]-3-[(1R)-1-(1-isopropylpyrrolidin-3-yl)pyrazol-4-yl]-1H-indazole ClC=1C=NC=C(C1[C@@H](C)OC=1C=C2C(=NNC2=CC1)C=1C=NN(C1)C1CN(CC1)C(C)C)Cl